NC1=NC=NN2C1=C(C(=N2)C2=CC=C(C=C2)NC(C(=C)F)=O)C2=CC(=C(C=C2)OC2=NC=CC=1N2C=CN1)F N-(4-(4-amino-5-(3-fluoro-4-(imidazo[1,2-c]pyrimidin-5-yloxy)phenyl)pyrazolo[5,1-f][1,2,4]triazin-6-yl)phenyl)-2-fluoroacrylamide